FC1=C2CN(C(C2=CC(=C1C1CCN(CC1)CC(C)C)F)=O)C1C(NC(CC1)=O)=O 3-(4,6-difluoro-5-(1-isobutylpiperidin-4-yl)-1-oxoisoindolin-2-yl)piperidine-2,6-dione